CC(CC[C@@H](C(=O)O)N[C@H](C(F)(F)F)C1=CC(=CC=C1)OC)(C)C (2S)-5,5-dimethyl-2-{[(1S)-2,2,2-trifluoro-1-(3-methoxyphenyl)ethyl]amino}hexanoic acid